COC(C#CCCCCCC)=O methyl-2-nonynate